CC=1C(=CC=2N(N1)C(=CN2)C2=CC=NC1=CC(=CC=C21)C2=CC=NC=C2)C2=CC(=CC=C2)N2CCN(CC2)C 4-(6-methyl-7-(3-(4-methylpiperazin-1-yl)phenyl)imidazo[1,2-b]pyridazin-3-yl)-7-(pyridin-4-yl)quinoline